2-chloro-benzenamine ClC1=C(C=CC=C1)N